2-((6-(4-(3-aminooxetane-3-carbonyl)piperazin-1-yl)-3,5-dicyano-4-ethylpyridin-2-yl)thio)-2-phenylacetamide NC1(COC1)C(=O)N1CCN(CC1)C1=C(C(=C(C(=N1)SC(C(=O)N)C1=CC=CC=C1)C#N)CC)C#N